2-methyl-6,7-dihydro-5H-cyclopenta[b]pyridin-4-amine CC1=CC(=C2C(=N1)CCC2)N